Cl.O(N)CC(=O)O.O(N)CC(=O)O (aminoxy)acetic acid hemi-hydrochloride